(2S,3R)-1-{6-(difluoromethyl)-4-[1-(1-methyl-3-azetidinyl)-4-pyrazolyl]-2-pyrimidinyl}-2-methyl-3-azetidinol FC(C1=CC(=NC(=N1)N1[C@H]([C@@H](C1)O)C)C=1C=NN(C1)C1CN(C1)C)F